NC1=C(C(=CC(=C1)CN1CCCC1)C(F)(F)F)O 2-amino-4-(pyrrolidin-1-ylmethyl)-6-(trifluoromethyl)phenol